C1(CC1)[C@H](C1=CC2=C(NC(=N2)[C@@H](NC(=O)C2=CC=NN2C(C)C)C2CCC(CC2)(F)F)C=C1)NC(CC1CC(C1)(F)F)=O N-((S)-(5-((R)-Cyclopropyl(2-(3,3-difluorocyclobutyl)acetamido)methyl)-1H-benzo[d]imidazol-2-yl)(4,4-difluorocyclohexyl)methyl)-1-isopropyl-1H-pyrazole-5-carboxamide